ClC1=CC(=NC(=C1O)Cl)C(=O)O 4,6-dichloro-5-hydroxypyridine-2-carboxylic acid